C(C)(=O)OC1O[C@@H]([C@H]([C@@H]([C@@H]1NC(=O)C1CCCC1)OC(C)=O)OC(C)=O)COC(C)=O (3S,4R,5S,6R)-6-(acetoxymethyl)-3-(cyclopentanecarboxamido)tetrahydro-2H-pyran-2,4,5-triyl triacetate